(3-Cyclopropyl-4-((1-(methylsulfonyl)piperidin-4-yl)methoxy)phenyl)-methanol C1(CC1)C=1C=C(C=CC1OCC1CCN(CC1)S(=O)(=O)C)CO